triphenylDiisopropyl-naphthyl-sulfonic acid C1(=CC=CC=C1)C=1C(=C2C(=C(C(=C(C2=CC1)S(=O)(=O)O)C(C)C)C(C)C)C1=CC=CC=C1)C1=CC=CC=C1